4-fluoro-3,5-dimethylaniline FC1=C(C=C(N)C=C1C)C